(3Z)-1-chloro-12,12-dihexyloxy-3-dodecene ClCC\C=C/CCCCCCCC(OCCCCCC)OCCCCCC